pyrazolo[3,4-c]pyridine-4-carboxylate N1N=CC2=C1C=NC=C2C(=O)[O-]